OC1=C(C=CC=C1)C(C=CC=1C=C(OC(C(=O)O)(C)C)C=CC1)=O 2-[3-[3-(2-Hydroxyphenyl)-3-oxoprop-1-enyl]phenoxy]-2-methylpropanoic acid